4-[(8-fluoro-3-methyl-[1,2,4]triazolo[4,3-a]pyridin-6-yl)methyl]cyclohexanecarboxylic acid FC=1C=2N(C=C(C1)CC1CCC(CC1)C(=O)O)C(=NN2)C